methyl-N-(1-((S)-1-tritylaziridine-2-carbonyl)piperidine-4-carbonyl)-L-valine CN([C@@H](C(C)C)C(=O)O)C(=O)C1CCN(CC1)C(=O)C1[N@](C1)C(C1=CC=CC=C1)(C1=CC=CC=C1)C1=CC=CC=C1